C(=O)(O)C1=CC=C(C=C1)C=1C=NN(C1)C(C[C@H]1[C@H](C1)C(=O)N1CCNCC1)C1=[N+](C=C(C=C1)C1=C(C=CC(=C1)Cl)N1N=NN=C1)[O-] |o1:16,17| 2-(1-(4-(4-Carboxyphenyl)-1H-pyrazol-1-yl)-2-((1S*,2S*)-2-(piperazine-1-carbonyl)cyclopropyl)ethyl)-5-(5-chloro-2-(1H-tetrazol-1-yl)phenyl)pyridine 1-oxide